cyanopropyl-(dimethyl)silane C(#N)CCC[SiH](C)C